tert-Butyl (endo)-5-((7-bromo-6-(2-cyanoethyl)-8-fluoro-3-(3-hydroxypropyl)-2-(methylthio)quinolin-4-yl)amino)-2-azabicyclo[2.1.1]hexane-2-carboxylate BrC1=C(C=C2C(=C(C(=NC2=C1F)SC)CCCO)NC1C2CN(C1C2)C(=O)OC(C)(C)C)CCC#N